ClC1=C2C=NNC2=CC=C1NC1=NN(C=C1)C1=CC(=C(OCC(=O)NC(C)C)C=C1)F 2-[4-[3-[(4-chloro-1H-indazol-5-yl)amino]pyrazol-1-yl]-2-fluoro-phenoxy]-N-isopropyl-acetamide